C(#N)C(C1=CC2=CC=C(C=C2C=C1)OC)OC(CC1OC1C1=CC=CC=C1)=O (3-phenyl-oxiranyl)-acetic acid cyano-(6-methoxy-naphthalen-2-yl)-methyl ester